NCC(=O)N1CCN(CC1)C(=O)C1=C(C=C(C=C1)NC(=O)C=1N(C(=CN1)C1=C(C(=C(C=C1)OC)F)F)C)Cl N-[4-[4-(2-aminoacetyl)piperazine-1-carbonyl]-3-chloro-phenyl]-5-(2,3-difluoro-4-methoxy-phenyl)-1-methyl-imidazole-2-carboxamide